CC(C(=O)OC1(CCCC1)CC=1NC=NC1)OC1=CC=C(C=C1)C1=NC2=C(N1)C=CC(=C2)N2C(C1=CC=C(C=C1C2)N2CCOCC2)=O 1-(1-2,2,4-triazol-1-ylmethyl)cyclopentanol methyl-(4-(5-(5-(morpholin-4-yl)-1-oxo-1,3-dihydro-2H-isoindol-2-yl)-1H-benzimidazol-2-yl)phenoxy)acetate